3-(4-Fluorobenzyl)-1H-pyrazole-1-carboxylic acid tert-butyl ester C(C)(C)(C)OC(=O)N1N=C(C=C1)CC1=CC=C(C=C1)F